2-(4-((4-(cyclopropyl((2-(trifluoromethyl)pyrimidin-5-yl)methyl)amino)-5-fluoro-7H-pyrrolo[2,3-d]pyrimidin-7-yl)methyl)-3-hydroxypiperidin-1-yl)acetamide C1(CC1)N(C=1C2=C(N=CN1)N(C=C2F)CC2C(CN(CC2)CC(=O)N)O)CC=2C=NC(=NC2)C(F)(F)F